2-[1-Adamantylmethyl(methyl)amino]-1-[4-(5-hydroxy-2-pyridyl)piperazin-1-yl]ethanone C12(CC3CC(CC(C1)C3)C2)CN(CC(=O)N2CCN(CC2)C2=NC=C(C=C2)O)C